ε-Benzyl-L-lysin C(C1=CC=CC=C1)C(CCC[C@H](N)C(=O)O)N